N-(4-(2-(3-fluoro-2-methoxyphenyl)propyl)-6-(((R)-1-hydroxy-4-methylpent-2-yl)amino)-1,3,5-triazin-2-yl)methanesulfonamide FC=1C(=C(C=CC1)C(CC1=NC(=NC(=N1)N[C@@H](CO)CC(C)C)NS(=O)(=O)C)C)OC